ClC1=C(C=CC=C1COC1=NC=2CCN(CC2C=C1)CC(=O)OCC)C1=C(C=CC=C1)Cl Ethyl 2-(2-((2,2'-dichloro-[1,1'-biphenyl]-3-yl)methoxy)-7,8-dihydro-1,6-naphthyridin-6(5H)-yl)acetate